CN(C1=CC=C(C=C1)C1(OC(=O)C2=CC(=CC=C12)N(C)C)C1=C(C=CC(=C1)N(CC)CC)C)C 3-mono(4-dimethylaminophenyl)-3-(4-diethylamino-2-tolyl)-6-dimethylaminophthalide